BrC1=C(SC2=C1NC(=NS2(=O)=O)NC)C 5-bromo-N,6-dimethyl-1,1-dioxo-4H-thieno[3,2-e][1,2,4]thiadiazin-3-amine